(R)-4-benzyl-3-(2-((2,3-dihydro-1H-inden-2-yl)oxy)acetyl)oxazolidin-2-one C(C1=CC=CC=C1)[C@H]1N(C(OC1)=O)C(COC1CC2=CC=CC=C2C1)=O